Benzyl (2S,5R)-5-((3,6-dichloro-1-(tetrahydro-2H-pyran-2-yl)-1H-pyrazolo[3,4-d]pyrimidin-4-yl) amino)-2-methylpiperidine-1-carboxylate ClC1=NN(C2=NC(=NC(=C21)N[C@@H]2CC[C@@H](N(C2)C(=O)OCC2=CC=CC=C2)C)Cl)C2OCCCC2